[K+].C(=C)S(=O)(=O)[O-].[Na+].C(=C)S(=O)(=O)[O-] sodium vinyl-sulfonate, potassium salt